C(CCC)C(C(=O)OCCCCCCOC(C(=O)O)COCCCCCCOC(C(CCCCCC)CCCC)=O)CCCCCC 2,3-bis[6-(2-butyloctanoyloxy)hexyloxy]propionic acid